O1COC2=C1C=CC(=C2)C=2OC1=C(C=C(C=C1C(C2C)=O)C)[C@@H](C)NC=2C(=NC(=CC2)Cl)C(=O)O 3-[[(1R)-1-[2-(1,3-Benzodioxol-5-yl)-3,6-dimethyl-4-oxo-chromen-8-yl]ethyl]-amino]-6-chloro-pyridine-2-carboxylic acid